6-(3,4-dichlorophenyl)-1,4-oxazepan-3-one ClC=1C=C(C=CC1Cl)C1CNC(COC1)=O